sulfoamyl ether S(=O)(=O)(O)CCCCCOCCCCCS(=O)(=O)O